CC1(CNCCC1CC1=CN=C2C(=NC(=NN21)O[C@@H](C)CCC)N)C 7-((3,3-dimethylpiperidin-4-yl)methyl)-2-(((S)-pent-2-yl)oxy)imidazo[2,1-f][1,2,4]triazin-4-amine